1-(4-((1r,4r)-4-aminocyclohexyl)piperazin-1-yl)ethane-1-thione bis(2,2,2-trifluoroacetate) FC(C(=O)O)(F)F.FC(C(=O)O)(F)F.NC1CCC(CC1)N1CCN(CC1)C(C)=S